COC=1C=C(CNC=2CC=3C(=NC2)N=CN3)C=CC1 N-(3-methoxybenzyl)imidazo[4,5-b]pyridin-6-amine